2-(4-cyclopropyl-6-methoxypyrimidin-5-yl)-6-(methylthio)-7-(tetrahydro-2H-pyran-2-yl)-7H-purine C1(CC1)C1=NC=NC(=C1C1=NC(=C2N(C=NC2=N1)C1OCCCC1)SC)OC